FC=1C=CC(=C(C(=O)N(C(C)C)C)C1)C=1C=2N(C=C(C1)C1CN(C1)[C@H](C(C)C)CCC=O)C(=NC2)C 5-Fluoro-N-methyl-2-(3-methyl-6-{1-[(3S)-2-methyl-6-oxohexan-3-yl]azetidin-3-yl}imidazo[1,5-a]pyridin-8-yl)-N-(isopropyl)benzamide